FC(C1=CC(=NC=C1)NC1=C(N=NC=C1)C(=O)N)(F)F [4-(trifluoromethyl)pyridin-2-yl]Amino-pyridazine-3-carboxamide